rel-(R)-3-chloro-4-((3,5-difluoropyridin-2-yl)methoxy)-2'-(7-hydroxy-7-methyl-6,7-dihydro-5H-cyclopenta[b]pyridin-2-yl)-5',6-dimethyl-2H-[1,4'-bipyridin]-2-one ClC=1C(N(C(=CC1OCC1=NC=C(C=C1F)F)C)C1=CC(=NC=C1C)C1=CC=C2C(=N1)[C@](CC2)(C)O)=O |o1:31|